COC(CCN1N=C2N(C(=NC(=C2C2=CC(=NC(=C2)C)C)C2=CC=CC=C2)N)C1=O)=O 3-[5-amino-8-(2,6-dimethyl-4-pyridinyl)-3-oxo-7-phenyl-[1,2,4]triazolo[4,3-c]pyrimidin-2-yl]propionic acid methyl ester